ClC[C@@H]1OC(OC1)(C)C (4R)-4-(chloromethyl)-2,2-dimethyl-1,3-dioxolane